4-(8-amino-3-((2S)-1-(4-(2-((2-(2,6-dioxopiperidin-3-yl)-1,3-dioxoisoIndoline-4-yl)thio)ethyl)phenethyl)pyrrolidin-2-yl)imidazo[1,5-a]pyrazin-1-yl)-N-(pyridin-2-yl)benzamide NC=1C=2N(C=CN1)C(=NC2C2=CC=C(C(=O)NC1=NC=CC=C1)C=C2)[C@H]2N(CCC2)CCC2=CC=C(C=C2)CCSC2=C1C(N(C(C1=CC=C2)=O)C2C(NC(CC2)=O)=O)=O